C1C=CC2=C(C1(O)O)C(=CC=C2)O 1,8-dihydroxynaphthol